C1N(CCC2=CC=CC=C12)C1=C(N)C=CC=C1 2-(3,4-dihydroisoquinolin-2(1H)-yl)aniline